ethyl 5-(2-(4-fluorobenzamido)ethyl)isoxazole-3-carboxylate FC1=CC=C(C(=O)NCCC2=CC(=NO2)C(=O)OCC)C=C1